tert-Butyl N-[2-[2-[[2-(2,6-dioxo-3-piperidyl)-1-oxo-isoindolin-4-yl]amino]ethyl-methyl-amino]ethyl]-N-methyl-carbamate O=C1NC(CCC1N1C(C2=CC=CC(=C2C1)NCCN(CCN(C(OC(C)(C)C)=O)C)C)=O)=O